(R)-2-fluoro-N-(2-(1-methylpyrrolidin-2-yl)-1H-pyrrolo[3,2-c]pyridin-6-yl)-4-(1H-pyrazol-4-yl)benzamide FC1=C(C(=O)NC2=CC3=C(C=N2)C=C(N3)[C@@H]3N(CCC3)C)C=CC(=C1)C=1C=NNC1